ClC=1SC(=CN1)[C@H]1CSC=2N1C(C(C([N+]2C)=O)C2=CC=CC=C2)=O (3R)-3-(2-chlorothiazol-5-yl)-8-methyl-6-phenyl-2,3-dihydrothiazolo[3,2-a]pyrimidin-8-ium-5,7-dione